N[C@H]1CC=CC[C@@H]1C1=C(C2=NC(=CC(=C2S1)NCC=1SC=CC1)Cl)Br 2-((1s,6s)-6-aminocyclohex-3-en-1-yl)-3-bromo-5-chloro-N-(thiophen-2-ylmethyl)thieno[3,2-b]pyridin-7-amine